tert-butyl 5-hydroxy-6-(2-methoxyethoxy)-1H-indole-1-carboxylate OC=1C=C2C=CN(C2=CC1OCCOC)C(=O)OC(C)(C)C